ClC1=C(C=CC=C1OC)C(=O)N1C[C@H]2CO[C@](CN2CC1)(O)C1=NC2=C(N1)C=CC=C2 |o1:13,16| (2-chloro-3-methoxy-phenyl)-[rel-(3S,9aS)-3-(1H-benzimidazol-2-yl)-3-hydroxy-1,4,6,7,9,9a-hexahydropyrazino[2,1-c][1,4]oxazin-8-yl]methanone